COC1=NC=CC(=C1)C1=NN2C(O[C@@H](CC2)C)=C1C(=O)OCC Ethyl (5R)-2-(2-methoxypyridin-4-yl)-5-methyl-6,7-dihydro-5H-pyrazolo[5,1-b][1,3]oxazine-3-carboxylate